C(C1=CC=CC=C1)OC1=NC(=CC=C1C1=NN(C2=CC(=C(C=C12)F)C1C(CN(CC1)C(=O)OC(C)(C)C)=O)C)OCC1=CC=CC=C1 tert-butyl 4-[3-(2,6-dibenzyloxy-3-pyridyl)-5-fluoro-1-methyl-indazol-6-yl]-3-oxo-piperidine-1-carboxylate